N-(1-(naphthalen-1-ylethynyl)cyclopropyl)piperazine-1-carboxamide C1(=CC=CC2=CC=CC=C12)C#CC1(CC1)NC(=O)N1CCNCC1